(±)-4,5-Dichloro-1-methyl-N-[3-[4-(1H-tetrazol-5-yl)phenyl]tetrahydro-furan-3-yl]indole-2-carboxamide ClC1=C2C=C(N(C2=CC=C1Cl)C)C(=O)N[C@@]1(COCC1)C1=CC=C(C=C1)C1=NN=NN1 |r|